N1=NN(C=C1)C=O triazole-3-carbaldehyde